BrC1=C(C(=C(N)C=C1)SC)F 4-bromo-3-fluoro-2-(methylthio)aniline